COC=1C=C2C=CN(C2=CC1)S(=O)(=O)C1=CC=CC=C1 5-methoxy-1-(benzenesulfonyl)-1H-indole